ClC=1C=CC2=C(CC(CC=3N2C(=NN3)[C@H]3CN(CC3)CC=3C=NC=CC3)OC)C1 8-Chloro-5-methoxy-1-[(3R)-1-(pyridin-3-ylmethyl)pyrrolidin-3-yl]-5,6-dihydro-4H-[1,2,4]triazolo[4,3-a][1]benzazepin